2-(hydroxymethyl)-1-({4-[({2-nitro-4-[(1,2-oxazolidin-2-yl)methyl]phenyl}amino)methyl]phenyl}methyl)piperidine OCC1N(CCCC1)CC1=CC=C(C=C1)CNC1=C(C=C(C=C1)CN1OCCC1)[N+](=O)[O-]